(1R,2S,5S)-3-(diphenylcarbamoyl)-8-((R)-2-phenylpyrrolidine-1-carbonyl)-3,8-diazabicyclo[3.2.1]octane-2-carboxylic acid C1(=CC=CC=C1)N(C(=O)N1[C@@H]([C@H]2CC[C@@H](C1)N2C(=O)N2[C@H](CCC2)C2=CC=CC=C2)C(=O)O)C2=CC=CC=C2